CC(CO)CCCCCCCCCCCC 2-methyltetradecanol